Diethyl 2-(((2-bromo-3-fluorophenyl)amino)methylene)malonate BrC1=C(C=CC=C1F)NC=C(C(=O)OCC)C(=O)OCC